NCCNC1=C2C=CC=C(C2=CC=C1)S(=O)(=O)O 5-((2-aminoethyl)amino)-1-naphthalenesulfonic acid